p-methylphenyl-serinol CC1=CC=C(C=C1)NC(CO)CO